2-chloro-4-[(2,6-dimethylbenzyl)amino]pyrimidin-5-carboxamide ClC1=NC=C(C(=N1)NCC1=C(C=CC=C1C)C)C(=O)N